ethyl (3S)-3-(2-(5-(2-(azetidin-1-yl)ethyl)-2-oxo-4-(trifluoromethyl)pyridin-1(2H)-yl)-4-methylpentanamido)-3-(2,3',4-trifluoro-2',4',5,6'-tetramethyl-[1,1'-biphenyl]-3-yl)propanoate N1(CCC1)CCC=1C(=CC(N(C1)C(C(=O)N[C@@H](CC(=O)OCC)C=1C(=C(C=C(C1F)C)C1=C(C(=C(C=C1C)C)F)C)F)CC(C)C)=O)C(F)(F)F